C1=CC=CC=2C3=CC=CC=C3C(C12)COC(=O)N[C@H](C(=O)O[C@H](C(=O)O)CCCC)CC=1C=NC=CC1 (S)-2-(((S)-2-((((9H-fluoren-9-yl)methoxy)carbonyl)amino)-3-(pyridin-3-yl)propanoyl)oxy)hexanoic acid